ClC1=CC=C(C(=O)NC=2[Se]C(=CN2)C(=O)NC2=C(C=CC=C2)C)C=C1 2-(4-chlorobenzoylamino)-N-(2-methylphenyl)-1,3-selenazole-5-carboxamide